C(C)(C)(C)OC(=O)N1C([C@@]2(C3=CC(=CC=C13)OC)[C@@H](C2)C2=CC=C1C(=NN(C1=C2)C(=O)OC(C)(C)C)NC2=NC(=NC=C2OC)C(C)C)=O (1R,2S)-2-[1-(tert-Butoxycarbonyl)-3-[(2-isopropyl-5-methoxypyrimidin-4-yl)amino]indazol-6-yl]-5'-methoxy-2'-oxospiro[cyclopropane-1,3'-indole]-1'-carboxylic acid tert-butyl ester